NC=1SC=C(N1)C(=O)N[C@@H]1C[C@@H](CCC1)NC=1C2=C(N=C(N1)C1=CN(C3=NC=C(C=C31)F)S(=O)(=O)C3=CC=C(C)C=C3)N(C=C2)C |r| (+/-)-cis-2-amino-N-(3-((2-(5-fluoro-1-tosyl-1H-pyrrolo[2,3-b]pyridine-3-yl)-7-methyl-7H-pyrrolo[2,3-d]pyrimidin-4-yl)amino)cyclohexyl)thiazole-4-carboxamide